(2R,3R)-3-(benzoyloxy)-2-methylpyrrolidine-1-carboxylic acid tert-butyl ester C(C)(C)(C)OC(=O)N1[C@@H]([C@@H](CC1)OC(C1=CC=CC=C1)=O)C